COC(=O)C1N(CCN(C1)C1=C(C(N(C2=CC=C(N=C12)Br)C)=O)C#N)C(C1=CC=C(C=C1)F)C1=CC=C(C=C1)F 1-(Bis(4-fluorophenyl)methyl)-4-(6-bromo-3-cyano-1-methyl-2-oxo-1,2-dihydro-1,5-naphthyridin-4-yl)piperazine-2-carboxylic acid methyl ester